FC(S(=O)(=O)OC=1C(=C(N(C(C1C)=O)C)NC1=C(C=C(C=C1)I)F)C(NC1CC1)=O)(F)F 3-(cyclopropylcarbamoyl)-2-[(2-fluoro-4-iodophenyl)amino]-1,5-dimethyl-6-oxopyridin-4-yl trifluoromethanesulfonate